FC(C1=CC=C2CCC(C2=C1)=O)(F)F 6-(trifluoromethyl)-1-indanone